(E)-1-(4-Hydroxyphenyl)-3-(4-methyl-3-nitrophenyl)prop-2-en-1-one OC1=CC=C(C=C1)C(\C=C\C1=CC(=C(C=C1)C)[N+](=O)[O-])=O